methyl-N-propylpyrrolidine CC1N(CCC1)CCC